N-ethoxyoxalyl-L-alanine ethyl ester C(C)OC([C@@H](N(OCC)C(C(=O)O)=O)C)=O